N-(4-tolyl)-1,4-benzoxazine C1(=CC=C(C=C1)N1C=COC2=C1C=CC=C2)C